(1R,3r,5S)-oct-6-en-3-yl benzoate C(C1=CC=CC=C1)(=O)O[C@H](CC)CCC=CC